tert-butyl-4-(4-(2-azido-3-((tert-butoxycarbonyl)amino)propanamido)phenyl)-1H-pyrazole-1-carboxylate C(C)(C)(C)OC(=O)N1N=CC(=C1)C1=CC=C(C=C1)NC(C(CNC(=O)OC(C)(C)C)N=[N+]=[N-])=O